CN1N=CC(=C1)C=1C=CC=2N(C1)N=CC2N2CCN(CC2)C2=NC=CC=N2 6-(1-methyl-1H-pyrazol-4-yl)-3-(4-pyrimidin-2-ylpiperazin-1-yl)pyrazolo[1,5-a]pyridine